C(C=C)(=O)N.C(C=C)(=O)O acrylic acid acrylamide